4-(4'-nitrophenyl)-2,6-dimethyl-3,5-diethoxy-1,4-dihydropyridine [N+](=O)([O-])C1=CC=C(C=C1)C1C(=C(NC(=C1OCC)C)C)OCC